1-(3-bromo-1-methyl-1H-pyrazol-5-yl)ethanol ethyl-(S)-3-(2',4'-difluorobiphenyl-3-yl)-3-(3-(4-hydroxy-6-methyl-2-oxo-1,2-dihydropyridin-3-yl)ureido)propanoate C(C)[C@H](C(=O)OC(C)C1=CC(=NN1C)Br)C(NC(=O)NC=1C(NC(=CC1O)C)=O)C=1C=C(C=CC1)C1=C(C=C(C=C1)F)F